4-chloro-N-(octahydroindolizin-1-yl)pyrazolo[1,5-d][1,2,4]triazin-7-amine ClC=1C=2N(C(=NN1)NC1CCN3CCCCC13)N=CC2